(3,12-diethyl-1,5,10,14-tetraoxadispiro[5.2.59.26]hexadecane-3,12-diyl)dimethanamine C(C)C1(COC2(OC1)CCC1(OCC(CO1)(CC)CN)CC2)CN